C1(=CC=C(C=C1)N(C=1C=C(C(=CC1)C=1C=C(C=CC1)C1=CC=CC=C1)C1=CC=C(C=C1)C1=CC=CC=C1)C1=CC=C(C=C1)C1=CC=CC=C1)C1=CC=CC=C1 N,N-bis(biphenyl-4-yl)-N-{6-(biphenyl-3-yl)-1,1':4',1''-terphenyl-3-yl}amine